C(C)(C)(C)OC(N(CC1=CC=C(C=C1)F)C1=CC(=C(C(=C1)C)N)SCC)=O (4-Amino-3-(ethylsulfanyl)-5-methylphenyl)(4-fluorobenzyl)carbamic acid tert-butyl ester